Cl.C(C)(C)(C)C1=NOC(=N1)C(=O)NCC1=C(C=C(C=C1)C1=CC(=NC=C1)NC(=O)C1CC1)C 3-(tert-butyl)-N-(4-(2-(cyclopropanecarboxamido)pyridin-4-yl)-2-methylbenzyl)-1,2,4-oxadiazole-5-carboxamide hydrochloride